4-Methyl-1,5,6,7-tetrahydro-2H-pyrrolo[3,4-b]pyridin-2-one Hydrochloride Cl.CC=1C2=C(NC(C1)=O)CNC2